(5S)-2-(4-Methoxybenzyl)-3-oxo-2,3,5,6,7,8-hexahydro[1,2,4]triazolo[4,3-a]pyridin COC1=CC=C(CN2N=C3N(CCCC3)C2=O)C=C1